tridecandiol C(CCCCCCCCCCCC)(O)O